FC1=CC=C(C=C1)C1=C2C=C3C(=NC2=C(N=C1C(C)C)N=S(=O)(C)C)NN=C3 ((5-(4-fluorophenyl)-6-isopropyl-1H-pyrazolo[3,4-b][1,7]naphthyridin-8-yl)imino)dimethyl-λ6-sulfanone